BrC=1C=C(C=C(C1)O)O 5-bromo-1,3-benzenediol